trans-4-(2-Hydroxyacetamido)-N-(4-(1-isopropyl-1H-pyrazol-4-yl)pyridin-2-yl)-N-((trans-4-(4-methoxy-3-methylphenyl)cyclohexyl)methyl)cyclohexanecarboxamide OCC(=O)N[C@@H]1CC[C@H](CC1)C(=O)N(C[C@@H]1CC[C@H](CC1)C1=CC(=C(C=C1)OC)C)C1=NC=CC(=C1)C=1C=NN(C1)C(C)C